3-((1,2,3,4-tetrahydronaphthalene-1-carboxamido)methyl)-4,5-dihydroisoxazole C1(CCCC2=CC=CC=C12)C(=O)NCC1=NOCC1